CC1OC(CN(C1)C1=CC=C(C=C1)NC1C(N(C2=C(O1)C=CC=C2)CCNC)=O)C ((4-(2,6-dimethylmorpholino)phenyl)amino)-4-(2-(methylamino)ethyl)-2H-benzo[b][1,4]oxazin-3(4H)-one